FC=1C=C(C=C(C1)O)C1=C2CNC(C2=CC(=C1)C1=CC(=CC=C1)F)=O 4-(3-fluoro-5-hydroxyphenyl)-6-(3-fluorophenyl)-2,3-dihydro-1H-isoindol-1-one